5-[5-acetamido-2-[(3S)-3-(morpholinomethyl)-3,4-dihydro-1H-isoquinoline-2-carbonyl]phenyl]-N-(4-hydroxyphenyl)-N-[(3-methoxy-2-methyl-phenyl)methyl]-1,2-dimethyl-pyrrole-3-carboxamide C(C)(=O)NC=1C=CC(=C(C1)C1=CC(=C(N1C)C)C(=O)N(CC1=C(C(=CC=C1)OC)C)C1=CC=C(C=C1)O)C(=O)N1CC2=CC=CC=C2C[C@H]1CN1CCOCC1